N1(CCC1)C=1C=C(C=CC1)C=1C(=NN(C1)C1CC(C1)CN(C(OC(C)(C)C)=O)C(=O)OC(C)(C)C)C1CC1 tert-butyl N-((3-(4-(3-(azetidin-1-yl) phenyl)-3-cyclopropyl-pyrazol-1-yl) cyclobutyl) methyl)-N-tert-butoxycarbonyl-carbamate